ClC1=CC2=C(C=C3N2C(=NN(C3=O)CC(=O)NC=3C=NC(=CC3)F)C(C)C)S1 2-(2-Chloro-5-isopropyl-8-oxothieno[2',3':4,5]pyrrolo[1,2-d][1,2,4]triazin-7(8H)-yl)-N-(6-fluoropyridin-3-yl)acetamid